ClC=1C(=NNC1C)C(=O)N1CCN(CC1)CC(=O)C1=CC=C(C=C1)F 2-[4-(4-Chloro-5-methyl-1H-pyrazole-3-carbonyl)-piperazin-1-yl]-1-(4-fluoro-phenyl)-ethanone